Cl\C(=C/C1SCCCS1)\C1=CC=C(C=C1)F (Z)-2-(2-chloro-2-(4-fluorophenyl)vinyl)-1,3-dithiane